(1S,3S,5S)-N-((S)-1-cyano-2-(4-(3-methyl-2-oxo-2,3-dihydrobenzo[d]oxazol-5-yl)phenyl)ethyl)-2-azabicyclo[3.1.0]hexane-3-carboxamide C(#N)[C@H](CC1=CC=C(C=C1)C=1C=CC2=C(N(C(O2)=O)C)C1)NC(=O)[C@H]1N[C@H]2C[C@H]2C1